FC(C(=O)O)(F)F.NC1CCN(CC1)S(=O)(=O)N(C)C1CCC(CC1)NC1=C2C(N(C(C2=CC=C1)=O)C1C(NC(CC1)=O)=O)=O 4-Amino-N-(4-((2-(2,6-dioxopiperidin-3-yl)-1,3-dioxoisoindolin-4-yl)amino)cyclohexyl)-N-methylpiperidine-1-sulfonamide 2,2,2-trifluoroacetate